3-(7-Chloro-1H-indazol-4-yl)-N6-[2-fluoro-4-(methylsulfonyl)phenyl]-1-isopropyl-1H-pyrazolo[3,4-d]pyrimidin-4,6-diamin ClC=1C=CC(=C2C=NNC12)C1=NN(C2=NC(=NC(=C21)N)NC2=C(C=C(C=C2)S(=O)(=O)C)F)C(C)C